C(C)OC=1C=C(C=2N(C1)N=C1C2C=NN1)C=1C=CC(=NC1)N1CCC(CC1)(CO)NC(C1=C(C=CC(=C1)F)F)=O N-(1-(5-(6-Ethoxy-1H-pyrazolo[3',4':3,4]pyrazolo[1,5-a]pyridin-4-yl)pyridin-2-yl)-4-(hydroxymethyl)piperidin-4-yl)-2,5-difluorobenzamide